OCCOCCOCCOC(=O)C1C=CC2=C(O1)C1=CC=CC=C1C(=C2)C2=CC=CC=C2 2-(2-(2-(2-hydroxyethoxy)ethoxy)-ethoxycarbonyl)-6-phenyl-[2H]-naphtho[1,2-b]pyran